3-((((trifluoromethyl)sulfonyl)oxy)methyl)piperidine-1,3-dicarboxylic acid 1-benzyl ester 3-ethyl ester C(C)OC(=O)C1(CN(CCC1)C(=O)OCC1=CC=CC=C1)COS(=O)(=O)C(F)(F)F